C(CCCCCCCCCCCCCCC)(=O)OCCCO.[Na] Sodium hydroxypropyl palmitate